((2R)-5-(3-chloro-4-fluorophenyl)-2-methylpiperazin-1-yl)(1-(trifluoromethyl)cyclopropyl)methanone ClC=1C=C(C=CC1F)C1NC[C@H](N(C1)C(=O)C1(CC1)C(F)(F)F)C